OC1=CC=C(C=C1)C=1C2=CC=C(N2)C(=C2C=CC(C(=C3C=CC(=C(C=4C=CC1N4)C4=CC=CC=C4)N3)C3=CC=CC=C3)=N2)C2=CC=CC=C2 5-(4'-hydroxyphenyl)-10,15,20-triphenyl-porphyrin